NC(COC=1N(COC1)NC(C)C)CC(C)C 4-((2-amino-4-methylpentyl)oxy)-3-(iso-propyl)aminoOxazole